[O-]S(=O)(=O)C(F)(F)F.C(CCCCCCCCCCC)[NH+]1C(CCC1)CC 1-Dodecyl-2-ethylpyrrolidinium triflat